CC1(C(CC1)N1C[C@H]2OC3=CC(=NC(NS(C4=CC=CC(C(N(CC1)C2)=O)=C4)(=O)=O)=N3)C3=C(C=CC=C3C)C)C (16R)-18-(2,2-Dimethylcyclobutyl)-12-(2,6-dimethylphenyl)-15-oxa-8λ6-thia-1,9,11,18,22-pentaazatetracyclo[14.4.1.13,7.110,14]tricosa-3(23),4,6,10(22),11,13-hexaene-2,8,8-trione